2-(4'-(piperidine-1-carbonyl)biphenyl-4-yl)propan-2-ylcarbamic acid 1-azabicyclo[3.2.2]non-4-yl ester N12CCC(C(CC1)CC2)OC(NC(C)(C)C2=CC=C(C=C2)C2=CC=C(C=C2)C(=O)N2CCCCC2)=O